[(3-chloro-5-fluoropyridin-2-yl)methyl]-4-[5-(2-ethyl-5-fluoropyridin-4-yl)-1-{[2-(trimethylsilyl)ethoxy]methyl}pyrazole-3-carbonyl]-4-azaspiro[2.5]octane-7-carboxamide ClC=1C(=NC=C(C1)F)CC1CC12N(CCC(C2)C(=O)N)C(=O)C2=NN(C(=C2)C2=CC(=NC=C2F)CC)COCC[Si](C)(C)C